bis(cyclopentadienyl)bis[2,6-difluoro-3-(1-pyrryl)phenyl]titanium C1(C=CC=C1)[Ti](C1=C(C(=CC=C1F)N1C=CC=C1)F)(C1=C(C(=CC=C1F)N1C=CC=C1)F)C1C=CC=C1